N-(3-chloro-4-iodopyridin-2-yl)-3-fluoro-N-((2-(trimethylsilyl)-ethoxy)methyl)propane-1-sulfonamide ClC=1C(=NC=CC1I)N(S(=O)(=O)CCCF)COCC[Si](C)(C)C